cyclobutyl (1R,3R)-3-(6-fluoro-5-(((R)-1-(2-methoxypyridin-3-yl)ethyl)amino)pyrazolo[1,5-a]pyrimidine-3-carboxamido)4-methylbenzenesulfonate FC=1C(=NC=2N(C1)N=CC2C(=O)NC=2C=C(C=CC2C)S(=O)(=O)OC2CCC2)N[C@H](C)C=2C(=NC=CC2)OC